[N+](=O)([O-])C1=CC=C(C=C1)NCC1CN(C1)C(=O)OC(C)(C)C tert-butyl 3-(((4-nitrophenyl)amino)methyl)azetidine-1-carboxylate